3-Nitro-4-{4-[(3-nitrophenyl)methyl]piperazin-1-yl}-N-(pyridin-2-ylmethyl)benzamide (R)-benzyl-4-(oxiran-2-ylmethyl)piperazine-1-carboxylate C(C1=CC=CC=C1)OC(=O)N1CCN(CC1)C[C@H]1OC1.[N+](=O)([O-])C=1C=C(C(=O)NCC2=NC=CC=C2)C=CC1N1CCN(CC1)CC1=CC(=CC=C1)[N+](=O)[O-]